O1CCCOC2=C1C=CC(=C2)S(=O)(=O)N2CCC(CC2)C(=O)NC2=CC1=C(N=C(S1)C)C=C2 1-[(3,4-dihydro-2H-1,5-benzodioxepin-7-yl)sulfonyl]-N-(2-methyl-6-benzothiazolyl)-4-piperidinecarboxamide